(R)-4-nitrophenyl (2-(pyridin-2-yldisulfaneyl)propyl) carbonate C(OC1=CC=C(C=C1)[N+](=O)[O-])(OC[C@@H](C)SSC1=NC=CC=C1)=O